NN1C(=NC(=C1C(=O)N)C1=CC=C(C=C1)C(NC1=NC=CC=C1)=O)[C@H]1NCCC1 (S)-1-amino-4-(4-(pyridin-2-ylcarbamoyl)phenyl)-2-(pyrrolidin-2-yl)-1H-imidazole-5-carboxamide